ethyl 5-(5-cyano-2-(pyrrolidin-1-yl) pyridin-3-yl)-1,3,4-oxadiazole-2-carboxylate C(#N)C=1C=C(C(=NC1)N1CCCC1)C1=NN=C(O1)C(=O)OCC